ClC=1C(=C(NC2=C(NC3=C2C(NCC3)=O)C3=C(C=NC=C3)OC[C@@H]3NCCOC3)C=CC1)C 3-(3-chloro-2-methylanilino)-2-(3-{[(3R)-morpholin-3-yl]methoxy}pyridin-4-yl)-1,5,6,7-tetrahydro-4H-pyrrolo[3,2-c]pyridin-4-one